1-[(2'S,4R,6'S,7S)-2-chloro-4-hydroxy-2'-methyl-6'-(1-methylpyrazol-4-yl)spiro[4,5-dihydrothieno[2,3-c]pyran-7,4'-piperidine]-1'-yl]-2,2,2-trifluoro-ethanone ClC1=CC2=C(S1)[C@@]1(C[C@@H](N([C@@H](C1)C=1C=NN(C1)C)C(C(F)(F)F)=O)C)OC[C@@H]2O